3,3'-heptamethylenebis(1,2,4-triazole) N1N=C(N=C1)CCCCCCCC1=NNC=N1